tert-butyl (2S)-4-(7-chloro-8-fluoro-pyrido[4,3-d]pyrimidin-4-yl)-2-(cyanomethyl)piperazine-1-carboxylate ClC1=C(C=2N=CN=C(C2C=N1)N1C[C@@H](N(CC1)C(=O)OC(C)(C)C)CC#N)F